C(N)(OCC(C(COC(N)=O)C(C)C)C(C)C)=O 2,3-diisopropylbutane-1,4-diyl dicarbamate